4-Chloro-N,1-dimethyl-7-(morpholinomethyl)phthalazin-6-amine ClC1=NN=C(C2=CC(=C(C=C12)NC)CN1CCOCC1)C